ethyl-(dimethyl)(2-phenylethyl)-ammonium C(C)[N+](CCC1=CC=CC=C1)(C)C